C1(CC1)C=1C(=C(OC=2C(=CC(=NC2)C)C2=NOCC(N2)CC2=CC(=CC(=C2)C)C)C=CC1)F 3-[5-(3-cyclopropyl-2-fluorophenoxy)-2-methylpyridin-4-yl]-5-(3,5-dimethylbenzyl)-5,6-dihydro-4H-1,2,4-oxadiazine